CC=1N(C(=CC1)C)C=1N(C2=C(N1)C=C(C=C2C#N)C(C)C=2C=NC=CC2)C 2-(2,5-dimethylpyrrol-1-yl)-3-methyl-6-[1-(3-pyridinyl)ethyl]benzimidazole-4-carbonitrile